CC1=CC=C2C(=CNC2=C1)CN1CCCCC1 1-((6-methyl-1H-indol-3-yl)methyl)piperidin